C(C)(C)(C)OC(=O)N[C@H](C(=O)[O-])CC1CCCC1 (S)-2-((tert-butoxycarbonyl) amino)-3-cyclopentylpropionate